(4-Benzylphenyl)-6-methoxy-7-((1-methylpiperidin-4-yl)methoxy)quinazolin-4-amine C(C1=CC=CC=C1)C1=CC=C(C=C1)C1=NC2=CC(=C(C=C2C(=N1)N)OC)OCC1CCN(CC1)C